3-[4-(4-aminopiperidin-1-yl)-3-(3-fluoro-5-methylphenyl)cinnolin-6-yl]-5-fluorobenzamide NC1CCN(CC1)C1=C(N=NC2=CC=C(C=C12)C=1C=C(C(=O)N)C=C(C1)F)C1=CC(=CC(=C1)C)F